C1(CC1)NC(C1=C(C=C(C=C1OC)C1=CN=C2N1C=CC(=C2)OCCCN2CC1=C(CC2)N=C(S1)C)OC(F)F)=O N-cyclopropyl-2-(difluoromethoxy)-6-methoxy-4-[7-[3-(2-methyl-6,7-dihydro-4H-thiazolo[5,4-c]pyridin-5-yl)propoxy]imidazo[1,2-a]pyridin-3-yl]benzamide